((5-(1H-pyrazol-1-yl)pentyl)oxy)quinazoline N1(N=CC=C1)CCCCCOC1=NC2=CC=CC=C2C=N1